C1(CC(=CC=C1)C)(C)S(=O)(=O)OC=1C=C(C=CC1)NC(NC1=CC(=CC=C1)OS(=O)(=O)C1(CC(=CC=C1)C)C)=O bis-[3-(m-xylenesulfonyloxy)phenyl]urea